ICC1=CC=C(C(=O)O)C=C1 p-iodomethylbenzoic acid